C(C)OC(=O)C=1NC2=CC=C(C=C2C1)NC(C(CCOC)N1C(C=C(C(=C1)OC)C1=C(C=CC(=C1)Cl)C(C)=O)=O)=O 5-(2-(4-(2-acetyl-5-chlorophenyl)-5-methoxy-2-oxopyridin-1(2H)-yl)-4-methoxybutyrylamino)-1H-indole-2-carboxylic acid ethyl ester